C1=C(C=CC=2SC3=CC=CC=C3SC12)C=1C(=C(C=C(C1)C1=CC=2SC3=CC=CC=C3SC2C=C1)C1=C(C(=CC(=C1)C1=CC=2SC3=CC=CC=C3SC2C=C1)C1=CC=2SC3=CC=CC=C3SC2C=C1)OCCOC1=C(C2=CC=CC=C2C=C1)C1=C(C=CC2=CC=CC=C12)OCCO)OCCOC1=C(C2=CC=CC=C2C=C1)C1=C(C=CC2=CC=CC=C12)OCCO 2,2'-{[3,3',5,5'-tetra(thianthren-2-yl)[1,1'-biphenyl]-2,2'-diyl]bis(oxyethane-2,1-diyloxy[1,1'-binaphthalene]-2',2-diyloxy)}di(ethan-1-ol)